1,6-bis(phenylsulfonyl-azomethylsulfonyl)hexane C1(=CC=CC=C1)S(=O)(=O)N=NCS(=O)(=O)CCCCCCS(=O)(=O)CN=NS(=O)(=O)C1=CC=CC=C1